1,4-dimethyl-5-(4,4,5,5-tetramethyl-1,3,2-dioxaborolan-2-yl)pyrazole CN1N=CC(=C1B1OC(C(O1)(C)C)(C)C)C